5-((3,5-dimethoxybenzyl)amino)-[1,2,4]triazolo[4,3-c]quinazolin-9-carboxylic acid COC=1C=C(CNC2=NC=3C=CC(=CC3C=3N2C=NN3)C(=O)O)C=C(C1)OC